C(=O)O.NCCC(=O)NCCNC(C1=C(C=C(C=C1)NC=1C=2N(C=CN1)C(=CN2)C=2C(=NNC2)C(F)(F)F)CC)=O N-[2-(3-aminopropanoyl-amino)ethyl]-2-ethyl-4-[[3-[3-(trifluoromethyl)-1H-pyrazol-4-yl]imidazo[1,2-a]pyrazin-8-yl]amino]benzamide formate